tert-butyl N-[2-(dimethylamino)ethyl]-N-[3-methyl-5-({5H,6H,7H,8H-pyrido[3,4-d]pyrimidin-2-yl}amino)pyridin-2-yl]carbamate CN(CCN(C(OC(C)(C)C)=O)C1=NC=C(C=C1C)NC=1N=CC2=C(N1)CNCC2)C